6-[[3,5-bis(methoxycarbonyl)pyrazol-1-yl]methyl]-2-(3,4-dichlorophenyl)-1-ethyl-4-oxo-pyridine-3-carboxylic acid COC(=O)C1=NN(C(=C1)C(=O)OC)CC1=CC(C(=C(N1CC)C1=CC(=C(C=C1)Cl)Cl)C(=O)O)=O